CN1C=2C(OCC1)=CC=C1C2N=C(S1)N1C(NC[C@H]1C#CC)=O |r| (RS)-1-(9-methyl-8,9-dihydro-7H-thiazolo[4',5':3,4]benz[1,2-b][1,4]oxazin-2-yl)-5-(prop-1-yn-1-yl)imidazolidin-2-one